Iminodisuccinic acid cyanide N(C(C(=O)C#N)CC(=O)C#N)C(C(=O)C#N)CC(=O)C#N